C1(CC1)CO[C@H]1CCN(C2=CC(=CC=C12)CCC(=O)O)CC1=C2C=CNC2=C(C=C1OC)C (S)-3-(4-(cyclopropylmethoxy)-1-((5-methoxy-7-methyl-1H-indol-4-yl)methyl)-1,2,3,4-tetrahydroquinolin-7-yl)propionic acid